N-cyclopropyl-3-[1-(1,2-dimethyl-1H-imidazol-5-yl)-1H-pyrazol-4-yl]-4-methylbenzamide C1(CC1)NC(C1=CC(=C(C=C1)C)C=1C=NN(C1)C1=CN=C(N1C)C)=O